OC1=CC(C=2C=CC=C3C=CC=C1C23)=O 3-Hydroxy-phenalen-1-one